N(=C=S)CC1C2CCC(C1)(C2)CN=C=S 2,4-bis(isothiocyanatomethyl)norbornane